FC=1C=C(C=CC1)C1=CC=2C3=C(C=NC2C=C1)N(C(N3C=3C(=NC(=C(C#N)C3)N3CCOCC3)C)=N)C 5-(8-(3-Fluorophenyl)-2-imino-3-methyl-2,3-dihydro-1H-imidazo[4,5-c]quinolin-1-yl)-6-methyl-2-morpholinonicotinonitrile